C(=S)(SCC1=CC=CC=C1)SCC1=CC=CC=C1 dibenzyl carbonotrithioate